NCC1=NNC(C2=CC=C(C=C12)C=1C=NN(C1N1C(C2=CC=C(C=C2C1)Cl)=O)C)=O 4-(aminomethyl)-6-(5-(5-chloro-1-oxo-2,3-dihydro-1H-isoindol-2-yl)-1-methyl-1H-pyrazol-4-yl)phthalazin-1(2H)-one